C(C(C)C)C1=CC(=C(C#N)C=C1)C1CCN(CC1)CC=1N=NC=CC1 4-isobutyl-2-[1-(pyridazin-3-ylmethyl)-4-piperidinyl]benzonitrile